furandicarboxylic acid sebacamide salt C(CCCCCCCCC(=O)N)(=O)N.O1C(=C(C=C1)C(=O)O)C(=O)O